CON(C(=O)C1CCC1)C N-methoxy-N-methylcyclobutane-1-carboxylic acid amide